4-(6-(6-(3-ethynylbenzoyl)-3,6-diazabicyclo[3.1.1]heptan-3-yl)pyridin-3-yl)-6-(2-hydroxy-2-methylpropyloxy)pyrazolo[1,5-a]pyridine-3-carbonitrile C(#C)C=1C=C(C(=O)N2C3CN(CC2C3)C3=CC=C(C=N3)C=3C=2N(C=C(C3)OCC(C)(C)O)N=CC2C#N)C=CC1